trans-4-(methoxycarbonyl)cyclohexane-1-carboxylic acid COC(=O)[C@@H]1CC[C@H](CC1)C(=O)O